N-isopropyl-3-[(7-trifluoromethylquinolin-4-yl)amino]Benzamide C(C)(C)NC(C1=CC(=CC=C1)NC1=CC=NC2=CC(=CC=C12)C(F)(F)F)=O